CC1=NOC(=C1C=1C=C2C(=NC1)N=C(N2CC2=CC=C(S2)C#N)C)C 5-((6-(3,5-dimethylisoxazol-4-yl)-2-methyl-1H-imidazo[4,5-b]pyridin-1-yl)methyl)thiophene-2-carbonitrile